C(C1=CC=CC=C1)SC1=CN=C(O1)C1CC1 5-(benzylsulfanyl)-2-cyclopropyl-1,3-oxazole